C(OSSOCCOCCO)COCCO 2,2'-[dithiobis(2,1-ethylenedioxy)]diethanol